(S)-7-(5-methyl-1,4,5,6-tetrahydropyridin-2-yl)spiro[benzo[b][1,4]oxazin-2,1'-cyclopropane]-3(4H)-one C[C@H]1CC=C(NC1)C=1C=CC2=C(OC3(CC3)C(N2)=O)C1